[N+](=O)([O-])C1=CC=C(C=C1)C1=CC(=CC2=C1CCC=1C=CC(=NC21)C2=C(C=CC=C2)O)C2=NC=CC=C2 2-(7-(4-nitrophenyl)-9-(pyridin-2-yl)-5,6-dihydrobenzo[h]quinolin-2-yl)phenol